N4,N4'-diphenyl-N4,N4'-bis(9-phenyl-3-carbazolyl)biphenyl-4,4'-diamine C1(=CC=CC=C1)N(C1=CC=C(C=C1)C1=CC=C(C=C1)N(C=1C=CC=2N(C3=CC=CC=C3C2C1)C1=CC=CC=C1)C1=CC=CC=C1)C=1C=CC=2N(C3=CC=CC=C3C2C1)C1=CC=CC=C1